ClC=1C=C(C=CC1F)C(NC1=NC=C(C=C1)F)C=1NC=C(N1)S(=O)(=O)C N-((3-chloro-4-fluorophenyl)(4-(methylsulfonyl)-1H-imidazol-2-yl)methyl)-5-fluoropyridin-2-amine